((S)-1-((S)-1-((2,2-difluoro-[1,3]dioxolo[4,5-b]thiazolo[4,5-e]pyridin-6-yl)amino)-1-oxopropan-2-yl)-4,4-difluoropiperidin-3-yl)pyridine 1-oxide FC1(OC=2C(=NC3=C(C2)N=C(S3)NC([C@H](C)N3C[C@H](C(CC3)(F)F)C3=[N+](C=CC=C3)[O-])=O)O1)F